C(C)(C)(C)OC(N[C@@H](CN1C(C=2C=C3C(=CC2CC1)N(C(=N3)C=3NC1=C(C=CC=C1C3)OC(C3=CC=CC=C3)C3=CC=CC=C3)C)=O)CF)=O (S)-(1-(2-(7-(phenylbenzyloxy)-1H-indol-2-yl)-1-methyl-5-oxo-1,5,7,8-tetrahydro-6H-imidazo[4,5-g]isoquinolin-6-yl)-3-fluoropropane-2-yl)carbamic acid tert-butyl ester